3,6-bis(4-(9,9-dimethyldihydroacridin-10(9H)-yl)phenyl)-9H-carbazole CC1(C2=CC=CC=C2N(C=2C=CCCC12)C1=CC=C(C=C1)C=1C=CC=2NC3=CC=C(C=C3C2C1)C1=CC=C(C=C1)N1C=2C=CCCC2C(C2=CC=CC=C12)(C)C)C